CC1(CC1)C1COCC(O1)COC1=CC=C(C=C1)C=1C=C(C(NC1C(F)(F)F)=O)C(=O)N 5-(4-((6-(1-Methylcyclopropyl)-1,4-dioxan-2-yl)methoxy)phenyl)-2-oxo-6-(trifluoromethyl)-1,2-dihydropyridine-3-carboxamide